tetrazine HCl Cl.N1=NN=NC=C1